3-(5-(((1R,2S)-2-(4-fluoropiperidin-1-yl)cyclopentyl)oxy)-1-oxoisoindolin-2-yl)piperidine-2,6-dione FC1CCN(CC1)[C@@H]1[C@@H](CCC1)OC=1C=C2CN(C(C2=CC1)=O)C1C(NC(CC1)=O)=O